(R)-N-(2,5-difluorobenzylidene)-2-methylpropan-2-sulfinamide FC1=C(C=N[S@](=O)C(C)(C)C)C=C(C=C1)F